3-ethyl-12-hexyl-10-oxo-9,11-dioxa-3,6-diazahexadecan-16-oate C(C)N(CC)CCNCCOC(OC(CCCC(=O)[O-])CCCCCC)=O